COC(C(=O)C1OC2=C(CNC1)C=NC=C2C#N)(CC)C (2-Methoxy-2-methyl-butyryl)-3,5-dihydro-2H-pyrido[3,4-f][1,4]oxaazepine-9-Carbonitrile